1,1-bis(3-methyl-4-hydroxyphenyl)nonane CC=1C=C(C=CC1O)C(CCCCCCCC)C1=CC(=C(C=C1)O)C